(S)-3-(2-(trifluoromethyl)phenethyl)piperidine FC(C1=C(CC[C@@H]2CNCCC2)C=CC=C1)(F)F